C(C)N([C@@H](CO)C(=O)O)C1=CC=C(C=C1)S(=O)(=O)C (2S,3R)-ethyl-p-methylsulfonylphenylserine